OCCN1N=C(C=2CCC=3C=NC(=NC3C21)NC2=C(C=CC(=C2)N2CCN(CC2)C)OC(F)(F)F)C(=O)N 1-(2-hydroxyethyl)-8-{[5-(4-methylpiperazin-1-yl)-2-(trifluoromethoxy)phenyl]amino}-4,5-dihydro-1H-pyrazolo[4,3-h]quinazoline-3-carboxamide